F[C@H]1C[C@H](N(C1)C(=O)OC(C)(C)C)C(N[C@H]1CN([C@H](C1)C(NCC1=CC=C(C=C1)C#CC1=CC=C(C=C1)CN1CCOCC1)=O)S(=O)(=O)C)=O tert-butyl (2S,4S)-4-fluoro-2-(((3R,5R)-1-(methylsulfonyl)-5-((4-((4-(morpholinomethyl)phenyl)ethynyl)benzyl)carbamoyl)pyrrolidin-3-yl)carbamoyl)pyrrolidine-1-carboxylate